FC1=CC=2N=C(SC2C=2C[C@@H](OC21)CO)C2=C1N=CC(=NC1=CC(=C2)C)OC (R)-(5-fluoro-2-(2-methoxy-7-methylquinoxalin-5-yl)-7,8-dihydrobenzofuro[5,4-d]thiazol-7-yl)methanol